ethyl 4-(methoxymethyl)-6-(pyridin-2-yl)-9H-pyrido[3,4-b]indole-3-carboxylate COCC1=C(N=CC=2NC3=CC=C(C=C3C21)C2=NC=CC=C2)C(=O)OCC